OC1=C(C2=C(N(C1=O)CC=1C=NN(C1)CC1=CN=CS1)C=CS2)C(=O)O 6-hydroxy-5-oxo-4-{[1-(thiazol-5-ylmethyl)-1H-pyrazol-4-yl]methyl}-4,5-dihydrothieno[3,2-b]pyridine-7-carboxylic acid